FC(OC1=C(C(=O)Cl)C=CC(=C1)C(=O)Cl)(F)F 2-(trifluoromethoxy)terephthaloyl chloride